methyl 2-[4-chloro-3-(trifluoromethyl) phenyl]-3-methoxy-benzoate ClC1=C(C=C(C=C1)C1=C(C(=O)OC)C=CC=C1OC)C(F)(F)F